azobis(valeronitrile) N(=NCCCCC#N)CCCCC#N